β-butyl-3-methylimidazolium tetrafluoroborate F[B-](F)(F)F.CC(CC)C=1NC=C[N+]1C